7-bromo-2-chloro-8-fluoroquinazolin BrC1=CC=C2C=NC(=NC2=C1F)Cl